tert-butyl [(1R)-1-{3-[1,1-difluoro-2-hydroxy-3-methylbutyl]-2-fluorophenyl}ethyl]carbamate FC(C(C(C)C)O)(F)C=1C(=C(C=CC1)[C@@H](C)NC(OC(C)(C)C)=O)F